4-(2-(4-(3-iodo-1-p-toluenesulfonyl-1H-pyrrolo[2,3-b]pyridin-5-yl)phenoxy)ethyl)morpholine IC1=CN(C2=NC=C(C=C21)C2=CC=C(OCCN1CCOCC1)C=C2)S(=O)(=O)C2=CC=C(C)C=C2